3-(6-methyl-2-(5-(5-methyl-1H-benzo[d]imidazol-2-yl)furan-2-yl)-1H-benzo[d]imidazol-1-yl)propane-1,2-diol CC=1C=CC2=C(N(C(=N2)C=2OC(=CC2)C2=NC3=C(N2)C=CC(=C3)C)CC(CO)O)C1